BrCCCC(=O)OCC(COCCCCCCCCCC)(COCCCCCCCCCC)COCCCCCCCCCC 3-(Decyloxy)-2,2-bis((decyloxy)methyl)propyl 4-bromobutanoate